ClC1=NC(=NC(=N1)C=1C=CC=2C3=CC=CC=C3OC2C1)C1=CC=CC=C1 2-chloro-4-{8-oxatricyclo[7.4.0.02,7]trideca-1(13),2(7),3,5,9,11-hexaen-5-yl}-6-phenyl-1,3,5-triazin